The molecule is a dipeptide comprising of phenylglycine derived residues linked by peptide bonds. It is a dipeptide, a dichlorobenzene, an organoiodine compound, a methyl ester, a carbamate ester and a polyphenol. CC(C)(C)OC(=O)N[C@H](C1=CC(=C(C(=C1)Cl)O)Cl)C(=O)N[C@H](C2=CC(=C(C(=C2)I)O)I)C(=O)OC